C(CCCCCC)OC1=C(C=O)C=C(C(=C1)C=O)OCCCCCCC 2,5-bis(heptyloxy)terephthalaldehyde